2-[(1Z)-5-fluoro-1-({4-[(6-fluoro-5-methylpyridin-3-yl)oxy]phenyl}-methylene)-2-methyl-1H-inden-3-yl]acetic acid FC=1C=C2C(=C(/C(/C2=CC1)=C/C1=CC=C(C=C1)OC=1C=NC(=C(C1)C)F)C)CC(=O)O